N(CCO)(CCO)CCO.N(CCO)(CCO)CCO.N(CCO)(CCO)CCO.N(CCO)(CCO)CCO.[Zr] zirconium tetra(triethanolamine)